N-[2-(2,5-dioxo-2,5-dihydro-1H-pyrrol-1-yl)ethyl]-beta-alaninamid O=C1N(C(C=C1)=O)CCNC(CCN)=O